FC=1C(=C(C(=NC1)OC)C1=CC=2C(=CN=C(C2)N)N1C)OC 2-(5-fluoro-2,4-dimethoxypyridin-3-yl)-1-methylpyrrolo[2,3-c]pyridin-5-amine